O=C1C2=C(N=C(N1)NC(C(C)C)=O)NN=N2 N-(7-oxo-6,7-dihydro-3H-[1,2,3]Triazolo[4,5-d]Pyrimidin-5-yl)isobutyramide